3-bromo-5-nitro-1-((2-(trimethylsilyl)ethoxy)methyl)-1H-indazole BrC1=NN(C2=CC=C(C=C12)[N+](=O)[O-])COCC[Si](C)(C)C